CC=1C=C2CN(C(NC2=CC1)=O)CCOC1=CC=CC=C1 6-methyl-3-(2-phenoxyethyl)-3,4-dihydroquinazolin-2(1H)-one